coronenyl crotonate C(\C=C\C)(=O)OC1=CC2=CC=C3C=CC4=CC=C5C=CC6=CC=C1C1=C6C5=C4C3=C21